tert-Butyl 2-(hydroxymethyl)hexahydrocyclopenta[b]pyrrole-1(2H)-carboxylate OCC1CC2C(N1C(=O)OC(C)(C)C)CCC2